4-Bromo-6-((2-hydroxy-2-methylpropyl)thio)pyrazolo[1,5-a]pyridine-3-carbonitrile BrC=1C=2N(C=C(C1)SCC(C)(C)O)N=CC2C#N